1-bromo-2,5-diethoxy-4-ethylbenzene BrC1=C(C=C(C(=C1)OCC)CC)OCC